C(CCCCCCCCCCCCCCCCCCCCC)C(O)(C[N+](C)(C)C)CC([O-])=O docosyl-carnitine